C(C)(C)(C)OC(=O)N1C(C=CC1)C1=CC2=C(N(C(N2C)=O)C2C(NC(CC2)=O)=O)C=C1 [1-(2,6-Dioxopiperidin-3-yl)-3-methyl-2-oxo-1,3-benzodiazol-5-yl]-2,5-dihydro-pyrrole-1-carboxylic acid tert-butyl ester